1-(4-(((R)-1-cyanoethyl)amino)-5-(4-((1r,4R)-4-(2-oxoethyl)cyclohexyl)-1H-1,2,3-triazol-1-yl)pyridin-2-yl)-1H-pyrazolo[3,4-b]pyridine-5-carbonitrile C(#N)[C@@H](C)NC1=CC(=NC=C1N1N=NC(=C1)C1CCC(CC1)CC=O)N1N=CC=2C1=NC=C(C2)C#N